(1-(4-(3-fluoro-5-(trifluoromethyl)phenoxy)pyridin-2-yl)-4,5,6,7-tetrahydro-1H-benzo[d][1,2,3]triazol-4-yl)acetamide FC=1C=C(OC2=CC(=NC=C2)N2N=NC3=C2CCCC3CC(=O)N)C=C(C1)C(F)(F)F